6,13-diphenyl-6,13-dihydrodibenzo[b,i]phenazine C1(=CC=CC=C1)N1C=2C=C3C(=CC2N(C=2C=C4C(=CC12)C=CC=C4)C4=CC=CC=C4)C=CC=C3